CN1N=C2C=CC(=CC2=C1)C1=NC2=CC=C(C=C2C(N1)=O)N1CCN(CC1)C 2-(2-methyl-2H-indazol-5-yl)-6-(4-methylpiperazin-1-yl)quinazolin-4(3H)-one